9,9-dimethylfluoren-2-amin CC1(C2=CC=CC=C2C=2C=CC(=CC12)N)C